1-(6-(2-((trans-4-aminocyclohexyl)amino)-5-fluoropyrimidin-4-yl)pyridin-2-yl)piperidin-2-one N[C@@H]1CC[C@H](CC1)NC1=NC=C(C(=N1)C1=CC=CC(=N1)N1C(CCCC1)=O)F